FC1=C(C=C(C=C1)C(C)=O)OCC=1OC(=CC1)C(F)(F)F 1-(4-fluoro-3-((5-(trifluoromethyl)furan-2-yl)methoxy)phenyl)ethan-1-one